rel-2-thioxo-3-(2-((2R,4R)-4-(trifluoromethyl)piperidin-2-yl)benzyl)-1,2,3,7-tetrahydro-6H-purin-6-one S=C1NC(C=2NC=NC2N1CC1=C(C=CC=C1)[C@@H]1NCC[C@H](C1)C(F)(F)F)=O |o1:17,21|